COC1=CC=C(C=C1)CNCC1=CC(=NC=C1)N1CCOCC1 1-(4-methoxyphenyl)-N-[(2-morpholino-4-pyridyl)methyl]-methanamin